iron (III) ammonium trihydrate O.O.O.[NH4+].[Fe+3]